phenyl isoquinoline-5-sulfonate C1=NC=CC=2C(=CC=CC12)S(=O)(=O)OC1=CC=CC=C1